BrC=1C=C(C(=NC1)N1CCN(CC1)C)OC 1-(5-bromo-3-methoxy-2-pyridyl)-4-methyl-piperazine